5-(bromomethyl)-2-(2,6-dioxopiperidine-3-yl)isoindoline-1,3-dione BrCC=1C=C2C(N(C(C2=CC1)=O)C1C(NC(CC1)=O)=O)=O